2-fluoro-3',4'-dimethoxy-[1,1'-biphenyl]-4-carboxylic acid FC1=C(C=CC(=C1)C(=O)O)C1=CC(=C(C=C1)OC)OC